tert-butyl 2-((1-(2-(6-cyanopyridin-3-yl)-3,7-dimethyl-4-oxo-4H-pyrido[1,2-a]pyrimidin-9-yl)ethyl)amino)benzoate C(#N)C1=CC=C(C=N1)C=1N=C2N(C(C1C)=O)C=C(C=C2C(C)NC2=C(C(=O)OC(C)(C)C)C=CC=C2)C